C1(CCCC1)C1=C2C(=NC=C1)C=C(S2)C2=NC(=NC=C2F)NC2=NC=C(C=C2)N2CCN(CC2)CC 4-(7-Cyclopentylthieno[3,2-b]pyridin-2-yl)-N-[5-(4-ethylpiperazin-1-yl)pyridin-2-yl]-5-fluoropyrimidin-2-amine